ClC1=NC=CC(=C1)C1=C(N=C2N1C=CC=N2)C2=CC1=C(OCCN1)C=C2 6-(3-(2-Chloropyridin-4-yl)imidazo[1,2-a]pyrimidin-2-yl)-3,4-dihydro-2H-benzo[b][1,4]oxazine